CN1C(=NC=2CN(CCC21)C)C(=O)NC2=C(C(=CC=C2)C=2C=NC=C(C2C)[N+](=O)[O-])C 1,5-dimethyl-N-(2-methyl-3-(4-methyl-5-nitropyridin-3-yl)phenyl)-4,5,6,7-tetrahydro-1H-imidazo[4,5-c]pyridine-2-carboxamide